[Si](C)(C)(C(C)(C)C)OCCCC=1C2(C3=CC=CC=C3C1)CCC(CC2)(C(=O)OC)NC2=CC(=CC=C2)Cl methyl (1r,4r)-2'-(3-{[tert-butyl(dimethyl)silyl]oxy}propyl)-4-(3-chloroanilino)spiro[cyclohexane-1,1'-indene]-4-carboxylate